CC1=NC(=CC=C1C=1C(=C(C#N)C(=C(C1N1C2=C(C3=CC=CC=C13)C=CN=C2)N2C1=C(C3=CC=CC=C23)C=CN=C1)N1C2=C(C3=CC=CC=C13)C=CN=C2)N2C1=C(C3=CC=CC=C23)C=CN=C1)C 3-(2,6-dimethylpyridin-3-yl)-2,4,5,6-tetrakis(9H-pyrido[3,4-b]indol-9-yl)benzonitrile